C(=O)(O)C1=C(C(=O)C2=CC=CC=C2)C=CC(=C1)OCCCCCCCCCCCC carboxy-4-dodecyloxybenzophenone